S1C(=NC2=C1C=CC=C2)NC(=O)C=2C=CC=C1CCN(CC21)C2=CC=C(C(=N2)C(=O)O)C=2C=NN(C2C)CC(C)C 6-(8-(benzo[d]thiazol-2-ylcarbamoyl)-3,4-dihydroisoquinolin-2(1H)-yl)-3-(1-isobutyl-5-methyl-1H-pyrazol-4-yl)picolinic acid